(6-ethylpyridin-3-yl)-6-(trideuteromethoxy)imidazo[1,2-b]pyridazine-3-carboxylic acid C(C)C1=CC=C(C=N1)C=1N=C2N(N=C(C=C2)OC([2H])([2H])[2H])C1C(=O)O